ClC=1C(C(=CC2=NC3=CC=C(C=C3C(C12)(C)C)OP(=O)([O-])[O-])Cl)=O (1,3-dichloro-9,9-dimethylacridin-2-one-7-yl)-phosphate